tetraglycidyl-1,4-diaminobenzene C(C1CO1)C1=C(C(=C(C(=C1N)CC1CO1)CC1CO1)N)CC1CO1